(2S,4R)-4-hydroxy-1-[(2S)-2-(14-hydroxytetradecanoylamino)-3,3-dimethyl-butanoyl]-N-[(1S)-1-[4-(4-methylthiazol-5-yl)phenyl]ethyl]pyrrolidine-2-carboxamide O[C@@H]1C[C@H](N(C1)C([C@H](C(C)(C)C)NC(CCCCCCCCCCCCCO)=O)=O)C(=O)N[C@@H](C)C1=CC=C(C=C1)C1=C(N=CS1)C